2-ethyl-4-[4-(ethylamino)piperidin-1-yl]-N-{8-fluoro-2-methylimidazo[1,2-a]pyridin-6-yl}indazole-7-carboxamide C(C)N1N=C2C(=CC=C(C2=C1)N1CCC(CC1)NCC)C(=O)NC=1C=C(C=2N(C1)C=C(N2)C)F